C(C)(C)(C)C1=CC(=C(C(=C1)Cl)Br)Cl 4-tert-butyl-2,6-dichloro-1-bromobenzene